N(=C=O)CC1C2CCC(C1CCN=C=O)C2 2-isocyanatomethyl-3-(2-isocyanatoethyl)-bicyclo[2.2.1]-heptane